N1N=CC(=C1)C(=O)N1CCN(CC1)C1=C(C=CC=C1)/C=C/C(=O)NO (E)-3-(2-(4-(1H-pyrazole-4-carbonyl)piperazin-1-yl)phenyl)-N-hydroxyacrylamide